ClC1=C(C(=CC=C1)Cl)N1CC(C1)C1=CC(=C(CN2CC(C2)(O)C)C(=C1)C(C)C)C(C)C (4-(1-(2,6-dichlorophenyl)azetidin-3-yl)-2,6-diisopropylbenzyl)-3-methylazetidin-3-ol